FC(C(=O)N1CC2=CC(=C(C=C2CC1)[N+](=O)[O-])Cl)(F)F 2,2,2-trifluoro-1-[7-chloro-6-nitro-1,2,3,4-tetrahydroisoquinolin-2-yl]ethan-1-one